CN1N=C(C(=C1)C(=O)O)NS(=O)(=O)C 1-methyl-3-(methylsulfonamido)-1H-pyrazole-4-carboxylic acid